1-amino-3-mercaptopyrazole NN1N=C(C=C1)S